((1S,4R,6R)-6-((4-(trifluoromethyl)pyridin-2-yl)oxy)-2-azabicyclo[2.2.1]hept-2-yl)methanone FC(C1=CC(=NC=C1)O[C@@H]1C[C@@H]2CN([C@H]1C2)C=O)(F)F